FC=1C=NN(C1)C1=CC=C(C=N1)[C@H](C)NC(=O)N1[C@@H](CN(CC1)C1=NC(=CC(=C1)C(F)(F)F)NC1=NNC(=C1)C)C (R)-N-((S)-1-(6-(4-fluoro-1H-pyrazol-1-yl)pyridin-3-yl)ethyl)-2-methyl-4-(6-((5-methyl-1H-pyrazol-3-yl)amino)-4-(trifluoromethyl)pyridin-2-yl)piperazine-1-amide